CC1=NC=NO1 5-methyl-[1,2,4]oxadiazol